L-Homocystein N[C@@H](CCS)C(=O)O